N1N=CC(=C1)S(=O)(=O)N1CCC(CC1)N1C(N=C(C(=C1)C(F)(F)F)OC1COCC1)N 1-(((1H-pyrazol-4-yl)sulfonyl)piperidin-4-yl)-4-((tetrahydrofuran-3-yl)oxy)-5-(trifluoromethyl)pyrimidin-2-amine